ClC1=C(OCC2CCN(CC2)C(=O)N2C[C@H](CC2)C2=CN=NN2)C=CC(=C1)F (-)-[4-[(2-Chloro-4-fluoro-phenoxy)methyl]-1-piperidyl]-[(3S)-3-(1H-triazol-5-yl)pyrrolidin-1-yl]methanone